C(C)(C)(C)OC(N[C@@H]1CC[C@H](CC1)CCCO)=O tert-butyl(trans-4-(3-hydroxypropyl)cyclohexyl)carbamate